2,2'-bis(2-hydroxyethoxy)-6,6'-bis(naphthalen-1-yl)-1,1'-binaphthyl OCCOC1=C(C2=CC=C(C=C2C=C1)C1=CC=CC2=CC=CC=C12)C1=C(C=CC2=CC(=CC=C12)C1=CC=CC2=CC=CC=C12)OCCO